FC1=CC=C(C(=O)C2=C(C(=C3N2C2=CC=C(C=C2C=C3)C)C(=O)OC)C(=O)OC)C=C1 Dimethyl 1-(4-fluorobenzoyl)-7-methylpyrrolo[1,2-a]quinoline-2,3-dicarboxylate